N,N'-dimethyl-N'-(2-(3-trifluoromethoxyphenyl)-5-(4-methoxyphenyl)thiazol-4-yl-methyl)ethylenediamine CNCCN(CC=1N=C(SC1C1=CC=C(C=C1)OC)C1=CC(=CC=C1)OC(F)(F)F)C